[2-[2,2-bis[(4-chloro-4-oxo-butanoyl)oxymethyl]butoxymethyl]-2-[(4-chloro-4-oxo-butanoyl)oxymethyl]butyl]4-chloro-4-oxo-butanoate ClC(CCC(=O)OCC(COCC(COC(CCC(=O)Cl)=O)(CC)COC(CCC(=O)Cl)=O)(CC)COC(CCC(Cl)=O)=O)=O